rel-6-((3R*,4R*,6R*)-4-(3,4-difluoro-2-methoxyphenyl)-6-methyl-6-(trifluoromethyl)tetrahydro-2H-pyran-3-yl)-2-methyl-3-((S)-S-methylsulfonimidoyl)pyridin-4(1H)-one FC=1C(=C(C=CC1F)[C@H]1[C@@H](CO[C@](C1)(C(F)(F)F)C)C1=CC(C(=C(N1)C)[S@](=O)(=N)C)=O)OC |o1:8,9,12,26|